(4-(4-bromo-5-chloro-3-fluoro-2-(methylamino)benzoyl)piperazin-1-yl)prop-2-en-1-one BrC1=C(C(=C(C(=O)N2CCN(CC2)C(C=C)=O)C=C1Cl)NC)F